1-(3-((6-chloronaphthalen-2-yl)amino)-2-hydroxypropyl)-4-(2,5-dichlorophenyl)piperazin-2-one ClC=1C=C2C=CC(=CC2=CC1)NCC(CN1C(CN(CC1)C1=C(C=CC(=C1)Cl)Cl)=O)O